C(CCCCCCC)C=1NCCN1 2-octyl-imidazoline